C(C)(C)(C)OC(=O)N1C[C@@H](N(CC1)C=1C2=C(N=CN1)N(C=C2I)S(=O)(=O)C2=CC=C(C)C=C2)C (S)-4-(5-iodo-7-tosyl-7H-pyrrolo[2,3-d]pyrimidin-4-yl)-3-methylpiperazine-1-carboxylic acid tert-butyl ester